C(CCCCCCCCCCCCCCC)(=O)OCC(COC(CCCCCCCCCCCCCCC)=O)OC(CC(CCCCCCCC(C(=O)N1C=C(C2=CC(=CC=C12)OC)CCN(C)C)C)C)=O [2-[12-[3-[2-(dimethylamino)ethyl]-5-methoxy-indol-1-yl]-3,11-dimethyl-12-oxo-dodecanoyl] oxy-3-hexadecanoyloxy-propyl] hexadecanoate